1-(2,6-diethoxy-4-{(1R)-1-[(4-phenylbutyl)amino]ethyl}phenyl)ethan-1-one C(C)OC1=C(C(=CC(=C1)[C@@H](C)NCCCCC1=CC=CC=C1)OCC)C(C)=O